tert-butyl-(2-(3-iodophenoxy)ethoxy)dimethylsilane Dimethyl-Phosphonate COP(OC)=O.C(C)(C)(C)[Si](C)(C)OCCOC1=CC(=CC=C1)I